tert-butyl 4-[5-(6-hydroxy-5-methoxy-4-oxo-quinazolin-3-yl)pyrimidin-2-yl]piperazine-1-carboxylate OC=1C(=C2C(N(C=NC2=CC1)C=1C=NC(=NC1)N1CCN(CC1)C(=O)OC(C)(C)C)=O)OC